OC1CCC(CC1)NC(OC(C)(C)C)=O tert-butyl N-((1r,4r)-4-hydroxycyclohexyl)carbamate